2-(2,3-bis(tert-butoxycarbonyl)guanidino)-5-bromopyridine C(C)(C)(C)OC(=O)N=C(NC1=NC=C(C=C1)Br)NC(=O)OC(C)(C)C